(S)-tert-Butyl 2-(N-((6-(4-cyano-[1,1'-biphenyl]-3-yl)pyridin-3-yl)methyl)pentanamido)-3-methylbutanoate C(#N)C1=C(C=C(C=C1)C1=CC=CC=C1)C1=CC=C(C=N1)CN(C(CCCC)=O)[C@H](C(=O)OC(C)(C)C)C(C)C